Tert-butyl (R)-(3-(2-(hydroxymethyl)pyrrolidin-1-yl)propyl)carbamate OC[C@@H]1N(CCC1)CCCNC(OC(C)(C)C)=O